O1CCN(CC1)C1=CC(=NC=N1)NC1CC2(CN(C2)C(=O)OC(C)(C)C)C1 tert-butyl 6-((6-morpholinopyrimidin-4-yl) amino)-2-azaspiro[3.3]heptane-2-carboxylate